N-(4-((3-chloro-4-fluorophenyl)amino)-7-(3-(4-(4-(6-((2-(2,6-dioxopiperidin-3-yl)-1-oxoisoindolin-4-yl)thio)hexanoyl)piperazin-1-yl)piperidin-1-yl)propoxy)quinazolin-6-yl)acrylamide ClC=1C=C(C=CC1F)NC1=NC=NC2=CC(=C(C=C12)NC(C=C)=O)OCCCN1CCC(CC1)N1CCN(CC1)C(CCCCCSC1=C2CN(C(C2=CC=C1)=O)C1C(NC(CC1)=O)=O)=O